BrCC(=O)C1COCC1 2-bromo-1-(tetrahydrofuran-3-yl)ethan-1-one